C(C)OCOC1=C(C(=CC(=C1)C(F)(F)F)C)C1=CC2=C(N=N1)N(C=N2)[C@H]2CN(CCC2)CC (R)-3-(2-(ethoxymethoxy)-6-methyl-4-(trifluoro-methyl)phenyl)-7-(1-ethylpiperidin-3-yl)-7H-imidazo[4,5-c]pyridazine